C1(CC1)C1=CC=C(C=C1)C=1C=C(C(=NC1)C=1C=C2N(C=C(C=C2[N+]1C)C(F)(F)F)C(F)F)S(=O)(=O)CC 2-[5-(4-cyclopropylphenyl)-3-(ethanesulfonyl)pyridin-2-yl]-4-(difluoromethyl)-1-methyl-6-(trifluoromethyl)pyrrolo[3,2-b]pyridin-1-ium